5-[3'-amino-4'-chloro-2-(trifluoromethyl)biphenyl-4-yl]-3,6-dihydro-2H-1,3,4-oxadiazin-2-one NC=1C=C(C=CC1Cl)C1=C(C=C(C=C1)C1=NNC(OC1)=O)C(F)(F)F